C(C)OC(=O)C=1C=NN(C1N)C1=CC(=CC=C1)C(F)(F)F 1-(3-trifluoromethylphenyl)-5-amino-1H-pyrazole-4-carboxylic acid ethyl ester